FC1=C(C(=O)O)C(=CC=C1O)F 2,6-difluoro-3-hydroxybenzoic acid